methyl(phenyl)((5-(5-(trifluoromethyl)-1,2,4-oxadiazol-3-yl)pyridin-2-yl)imino)-λ6-sulfanone CS(=O)(=NC1=NC=C(C=C1)C1=NOC(=N1)C(F)(F)F)C1=CC=CC=C1